C(C)(C)(C)OC(CC1=CC=C2C(=NN(C2=C1)C)Br)=O.ClC=1C=C(C=CC1)C1=NN(C2=CC=C(C=C12)C(=O)N1CC2(COC2)CC1)CC(F)F (3-(3-chlorophenyl)-1-(2,2-difluoroethyl)-1H-indazol-5-yl)(2-oxa-6-azaspiro[3.4]oct-6-yl)methanone tert-butyl-2-(3-bromo-1-methyl-indazol-6-yl)acetate